4,4'-chloro(phenyl)methylenebis(methoxybenzene) ClC(C1=CC=C(C=C1)OC)(C1=CC=C(C=C1)OC)C1=CC=CC=C1